FC1=CC=C2C(=N1)C(=C(N2)C2=CC(=NC=C2)NC(C(C)C2=CC=C(C=C2)F)=O)C2=NC=C(C=C2)F (-)-N-{4-[5-fluoro-3-(5-fluoropyridin-2-yl)-1H-pyrrolo[3,2-b]pyridin-2-yl]pyridin-2-yl}-2-(4-fluorophenyl)propanamide